CC(C(C=1C=CC=CC1)(C)C)(CC)C 3-tetramethylbutylbenzene